C1(=CC=C(C=C1)C1=NC(=NC(=N1)C1=CC=CC=C1)C1=C(C=CC=C1)C1=CC=2C3(C4=CC(=CC=C4C2C=C1)C#N)CCCCC3)C3=CC=CC=C3 2'-(2-(4-([1,1'-biphenyl]-4-yl)-6-phenyl-1,3,5-triazin-2-yl)phenyl)spiro[cyclohexane-1,9'-fluorene]-7'-carbonitrile